(3R,5'S)-1'-((S)-4-methyl-2-(5,7,8-trifluoro-1-oxo-1,3,4,9-tetrahydro-2H-pyrido[3,4-b]indol-2-yl)pentyl)-2-oxospiro[indole-3,3'-pyrrolidine]-5'-carboxamide CC(C[C@@H](CN1C[C@]2(C[C@H]1C(=O)N)C(NC1=CC=CC=C12)=O)N1C(C=2NC3=C(C(=CC(=C3C2CC1)F)F)F)=O)C